(S)-benzyl 4-methyl-2-(4-methylbenzamido)pentanoate CC(C[C@@H](C(=O)OCC1=CC=CC=C1)NC(C1=CC=C(C=C1)C)=O)C